IC=1C(=NN(C1C)C1CC2(CN(C2)C(=O)OC(C)(C)C)C1)N1C(CC2(CN(C(O2)=O)C)CC1)(C)C Tert-butyl 6-(4-iodo-5-methyl-3-(3,7,7-trimethyl-2-oxo-1-oxa-3,8-diazaspiro[4.5]decan-8-yl)-1H-pyrazol-1-yl)-2-azaspiro[3.3]heptane-2-carboxylate